N-(1-cyanocyclopropyl)-9-(5-(difluoromethyl)-1,3,4-thiadiazol-2-yl)-4-(4-(1-methyl-1H-imidazol-2-yl)piperazin-1-yl)-9H-pyrimido[4,5-b]indole-7-sulfonamide C(#N)C1(CC1)NS(=O)(=O)C1=CC=C2C3=C(N(C2=C1)C=1SC(=NN1)C(F)F)N=CN=C3N3CCN(CC3)C=3N(C=CN3)C